[Si](C1=CC=CC=C1)(C1=CC=CC=C1)(C(C)(C)C)OCC1(CCC(CC1)NC(OC(C)(C)C)=O)OC tert-butyl [cis-4-({[tert-butyl(diphenyl)silyl]oxy}methyl)-4-methoxycyclohexyl]carbamate